5-(2-chlorophenoxy)-6-fluoro-3-((naphthalen-1-ylmethyl)amino)-4H-benzo[e][1,2,4]thiadiazine 1,1-dioxide ClC1=C(OC2=C(C=CC3=C2NC(=NS3(=O)=O)NCC3=CC=CC2=CC=CC=C32)F)C=CC=C1